P(=O)(OCCCN(CCCCCCCCC)CCCCCCCCC)(OCCCCCCCC)[O-] 3-(dinonylamino)propyl octyl phosphate